FC1=CC(=C(C=C1)NC1=C(C(=O)OCC)C=C(C(=C1)C(F)(F)F)OC)C ethyl 2-((4-fluoro-2-methylphenyl)-amino)-5-methoxy-4-(tri-fluoromethyl)-benzoate